4-ethoxy-4-(trifluoromethyl)cyclohexane-1-amine C(C)OC1(CCC(CC1)N)C(F)(F)F